COCCNC(=O)C1=C(C=CC=C1)NC(C1=C(C=C(C=C1C)C)C)=O N-(2-((2-Methoxyethyl)carbamoyl)phenyl)-2,4,6-trimethylbenzamide